C1(=CC=CC=C1)C=1C=C(C=C(C1)C1=CC=CC(=C1)C1=CC=CC2=C1SC1=C2C=CC=C1)C1=NC(=NC(=N1)C1=CC=CC=C1)C1=CC=CC=C1 2-{5-phenyl-5'-(dibenzothiophen-4-yl)-1,1'-biphenyl-3-yl}-4,6-diphenyl-1,3,5-triazine